C1(CC1)C1=NN(C(=C1C(F)(F)F)C(=O)O)C[C@H]1CC(CC1)(F)F (R)-3-cyclopropyl-1-((3,3-difluorocyclopentyl)methyl)-4-(trifluoromethyl)-1H-pyrazole-5-carboxylic acid